4-(6-((1S,6R,7S)-7-(aminomethyl)-7-(5-methylisoxazol-3-yl)-3-azabicyclo[4.1.0]heptan-3-yl)-1H-pyrazolo[3,4-b]pyrazin-3-yl)-3,3-difluoro-1-methylindolin-2-one NC[C@@]1([C@@H]2CCN(C[C@H]12)C1=CN=C2C(=N1)NN=C2C2=C1C(C(N(C1=CC=C2)C)=O)(F)F)C2=NOC(=C2)C